4-(2,5-Dichlorophenyl)-N-(4-(hydroxymethyl)-2,6-dimethylphenyl)pyrimidine-2-carboxamide ClC1=C(C=C(C=C1)Cl)C1=NC(=NC=C1)C(=O)NC1=C(C=C(C=C1C)CO)C